9-chloropyrazolo[1,5-a]quinoxalin-4(5H)-one ClC=1C=CC=C2NC(C=3N(C12)N=CC3)=O